dimethylhydantoin CC1(C(=O)NC(=O)N1)C